Methyl 5-(6-fluoro-2,2-dimethyl-4-oxochroman-7-yl)picolinate FC=1C=C2C(CC(OC2=CC1C=1C=CC(=NC1)C(=O)OC)(C)C)=O